C[Si](C=C[Si](N(C)C)(N(C)C)N(C)C)(OCC)OCC 1-methyldiethoxysilyl-2-tris(dimethylamino)silylethylene